5-((S)-2-((S)-2-(1H-indole-2-carboxamido)-4-methylpentanamido)-3-oxopropyl)-1H-imidazol-1-ium N1C(=CC2=CC=CC=C12)C(=O)N[C@H](C(=O)N[C@@H](CC1=CN=C[NH2+]1)C=O)CC(C)C